Methyl N-(2-((S)-1-(2,3-difluorobenzyl)-5-oxopyrrolidin-2-yl)acetyl)-O-methyl-L-threonyl-L-alaninate FC1=C(CN2[C@@H](CCC2=O)CC(=O)N[C@@H]([C@H](OC)C)C(=O)N[C@@H](C)C(=O)OC)C=CC=C1F